(3,4,5-trifluorophenyl)-(7-methoxymethyl-[1,4]-dioxano[2,3-g]quinazolin-4-yl)-amine FC=1C=C(C=C(C1F)F)NC1=NC=NC2=CC3=C(C=C12)OC(CO3)COC